6-(methoxyamino)pyridazin-4-amine CONC1=CC(=CN=N1)N